trans-N-((trans-4-(4-Methoxy-3-methylphenyl)cyclohexyl)methyl)-4-(3-methoxypropoxy)-N-(3-(2-methoxythiazol-5-yl)phenyl)cyclohexanecarboxamide COC1=C(C=C(C=C1)[C@@H]1CC[C@H](CC1)CN(C(=O)[C@@H]1CC[C@H](CC1)OCCCOC)C1=CC(=CC=C1)C1=CN=C(S1)OC)C